ethyl 6-(2-chloro-5-fluoropyrimidin-4-yl)-7-fluoro-4-isopropylquinoline-3-carboxylate ClC1=NC=C(C(=N1)C=1C=C2C(=C(C=NC2=CC1F)C(=O)OCC)C(C)C)F